N1N=CC=C1C1=NOC=N1 (pyrazole-5-yl)-1,2,4-oxadiazole